1,3,3-trimethyl-9'-methacryloxyspiro[indoline-2,3'-[3H]-naphtho[2,1-b](1,4)oxazine] CN1C2=CC=CC=C2C(C12C=NC1=C(O2)C=CC2=CC=C(C=C21)OC(C(=C)C)=O)(C)C